C(=O)(O)C1=C(C=CC=C1)C=1C(=CC=CC1)C1=CC=CC=C1 carboxyl-terphenyl